9H-oxaanthryl-(xanthone) C1(=CC=CC=2CC3=CC=CC=C3OC12)C1=CC=CC=2OC3=CC=CC=C3C(C12)=O